CNC=1N=C(C2=C(N1)N(N=N2)CC2=NC(=CC=C2)COCC2OCCC2)C=2OC=CC2 methylfuran-2-yl-3-(6-[tetrahydrofuran-2-ylmethyl]oxymethylpyrid-2-ylmethyl)-3H-[1,2,3]triazolo[4,5-d]pyrimidin-5-amine